diphenyl phosphite (diphenyl phosphite) C1(=CC=CC=C1)P(O)(O)(O)C1=CC=CC=C1.P(OC1=CC=CC=C1)(OC1=CC=CC=C1)O